N1(CCNCC1)C=1C=CC2=C(C=C(O2)C(=O)N)C1 5-(1-piperazinyl)-benzofuran-2-formamide